CC(C)(C)NCC(C1=C(C=C(C=C1)O)Cl)O 1-(2-chloro-4-hydroxyphenyl)-tert-butylaminoethanol